Cl.N1N=CC2=CC(=CC=C12)NC1=NC(=NC=C1)C=1C=C(OCC(=O)N2CCNCC2)C=CC1 2-(3-(4-((1H-indazol-5-yl)amino)pyrimidin-2-yl)phenoxy)-1-(piperazin-1-yl)ethanone HCl salt